FC=1C=C(C=CC1F)NC(=O)C=1N(C(=C(C1C)C(C(NCC#C)=O)=O)C)C N-(3,4-difluorophenyl)-1,3,5-trimethyl-4-(2-oxo-2-(prop-2-yn-1-ylamino)acetyl)-1H-pyrrole-2-carboxamide